(R)-N-(3-(5,6,7,8-tetrahydro-1,8-naphthyridin-2-yl)propyl)pyrrolidine-3-carboxamide N1=C(C=CC=2CCCNC12)CCCNC(=O)[C@H]1CNCC1